methyl 2-(3-Nitrophenyl)-4-(1-(piperidin-4-yl)-1H-pyrazol-4-yl)-9H-pyrimido[4,5-b]indole-7-carboxylate [N+](=O)([O-])C=1C=C(C=CC1)C=1N=C(C2=C(NC3=CC(=CC=C23)C(=O)OC)N1)C=1C=NN(C1)C1CCNCC1